COC(=O)N1CCCCC1.Cl methyl (2S)-piperidinecarboxylate hydrochloride